C1=NC(=CC2=C1NC1=CC=CC=C21)C(=O)O.FC2=C(C=1NC3=CC=CC=C3C1C=C2)P(O)(=O)O fluorocarbazolephosphonic acid 9H-pyrido[3,4-b]indole-3-carboxylate